2-[[2-fluoro-4-[2-methyl-2-(1-methylbenzimidazol-2-yl)-1,3-benzodioxol-4-yl]phenyl]methyl]-3-(2-methoxyethyl)benzimidazole-5-carboxylic acid FC1=C(C=CC(=C1)C1=CC=CC=2OC(OC21)(C2=NC1=C(N2C)C=CC=C1)C)CC=1N(C2=C(N1)C=CC(=C2)C(=O)O)CCOC